(S)-2,2'-bis(di-p-tolylphosphino)-1,1'-binaphthyl CC1=CC=C(C=C1)P(C2=CC=C(C=C2)C)C3=C(C4=CC=CC=C4C=C3)C5=C(C=CC6=CC=CC=C65)P(C7=CC=C(C=C7)C)C8=CC=C(C=C8)C